CN1[C@H](CNC[C@H]1C)C (2S,6R)-1,2,6-trimethylpiperazine